FC=1C=C(CC=2C=3N(C=C(N2)C2=NC(=NN2)C(F)(F)F)N=CN3)C=C(C1)F 8-(3,5-difluorobenzyl)-6-(3-(trifluoromethyl)-1H-1,2,4-triazol-5-yl)-[1,2,4]triazolo[1,5-a]pyrazine